N1CC[C@@H]2[C@H]1CN(CC2)C(=O)C2=CC1=C(N(C(=N1)C1=CC=3C(=NC=CC3)N1CC)C)C(=C2)OC 5-[(3aS,7aS)-Octahydro-1H-pyrrolo[2,3-c]pyridine-6-carbonyl]-2-{1-ethyl-1H-pyrrolo[2,3-b]pyridin-2-yl}-7-methoxy-1-methyl-1H-1,3-benzodiazole